N[C@@H]1C2=CC=CC=C2CC12CCN(CC2)C=2N(C(C1=C(N2)NN=C1C(=C)C1=CN=CS1)=O)C (S)-6-(1-amino-1,3-dihydro-spiro[inden-2,4'-piperidin]-1'-yl)-5-methyl-3-(1-(thiazol-5-yl)vinyl)-1,5-dihydro-4H-pyrazolo[3,4-d]pyrimidin-4-one